C(C(C)C)N1CCC(CC1)C1=CC=NO1 5-(1-isobutylpiperidin-4-yl)isoxazol